N-acetoxy-3-(4-chlorophenyl)-2-cyanoacrylimidoate C(C)(=O)ON=C(C(=CC1=CC=C(C=C1)Cl)C#N)[O-]